4'-((2R,6R)-4-acryloyl-6-methyl-1-(methylsulfonyl)piperazin-2-yl)-6'-chloro-N-methyl-[2,2'-bipyridine]-4-carboxamide C(C=C)(=O)N1C[C@H](N([C@@H](C1)C)S(=O)(=O)C)C1=CC(=NC(=C1)Cl)C1=NC=CC(=C1)C(=O)NC